2,5-dioxopyrrolidin-1-yl 3,3,3-trifluoro-2,2-dimethylpropanoate FC(C(C(=O)ON1C(CCC1=O)=O)(C)C)(F)F